5-chloro-2-(3,5-dichloro-4-hydroxybenzamido)-N-(2-(trifluoromethoxy)phenethyl)thiophene-3-carboxamide ClC1=CC(=C(S1)NC(C1=CC(=C(C(=C1)Cl)O)Cl)=O)C(=O)NCCC1=C(C=CC=C1)OC(F)(F)F